((R)-4-(2,7-naphthyridin-4-yl)morpholin-2-yl)((S)-6,8-dichloro-1-methyl-3,4-dihydroisoquinolin-2(1H)-yl)methanone C1=NC=C(C2=CC=NC=C12)N1C[C@@H](OCC1)C(=O)N1[C@H](C2=C(C=C(C=C2CC1)Cl)Cl)C